C(C)(C)(C)OCC(C(=O)NCC1=CC(=C(C=C1)Cl)Cl)NC(OC)=O methyl (3-(tert-butoxy)-1-((3,4-dichlorobenzyl)amino)-1-oxopropan-2-yl)carbamate